COCC1=CC=C(C=C1)C=1C=C(C(NC1C(F)(F)F)=O)C(=O)N 5-(4-(Methoxymethyl)phenyl)-2-oxo-6-(trifluoromethyl)-1,2-dihydropyridine-3-carboxamide